O[C@@H]1C[C@H]2CC[C@H]3[C@@]4(CCC([C@@]4(C)CC[C@@H]3[C@]2(CC1)C)=O)O 3β,14α-Dihydroxy-5β-androstane-17-one